[Sn+4].C(C)CC(CC(=O)[O-])=O.C(C)CC(CC(=O)[O-])=O.C(CCC)[Sn+2]CCCC dibutyl-tin di(ethyl acetoacetate) tin